(1,4-phenylenebis(ethan-1-yl-1-ylidene))bis(N-phenylbenzene-1,4-diamine) C1(=CC=C(C=C1)C(C)=NC1=CC=C(C=C1)NC1=CC=CC=C1)C(C)=NC1=CC=C(C=C1)NC1=CC=CC=C1